Trifluoromethyl-Methyl Ether FC(F)(F)OC